C(CCC)N(C([S-])=S)CCCC.[Zn+2].C(C)N(C([S-])=S)CC.[Zn+2] zinc diethyldithiocarbamate zinc dibutyl-dithiocarbamate